3-(1'-(3-(1-methyl-1H-pyrazol-3-yl)benzyl)-6-oxo-6,8-dihydro-2H,7H-spiro[furo[2,3-e]isoindole-3,4'-piperidin]-7-yl)piperidine-2,6-dione CN1N=C(C=C1)C=1C=C(CN2CCC3(CC2)COC2=C4CN(C(C4=CC=C23)=O)C2C(NC(CC2)=O)=O)C=CC1